C(=O)(O)COC1=C(C(=O)O)C(=CC(=C1)OC)CCC1=CC=CC=C1 2-(carboxymethoxy)-4-methoxy-6-phenethyl-benzoic acid